C(=O)[O-].C(C)OC(=O)C1=C(N=C(S1)NC(CC(NC(C1=CC(=CC=C1)C1=NOC(=N1)C)=O)C1CC[NH+](CC1)C)=O)C 4-(3-((5-(ethoxycarbonyl)-4-methylthiazol-2-yl)amino)-1-(3-(5-methyl-1,2,4-oxadiazol-3-yl)benzoylamino)-3-oxopropyl)-1-methylpiperidin-1-ium formate salt